C(C)C1(COC1)COCC1=CC=C(C=C1)COCC1(COC1)CC 1,4-bis[{(3-ethyloxetan-3-yl)methoxy}methyl]benzene